C(#N)C=1C=C(C=CC1)C[C@@H](C(=O)N1C[C@@H](CCC1)NC(OCC1=CC=CC=C1)=O)NS(=O)(=O)C1=CC2=CC=CC=C2C=C1 benzyl ((R)-1-((S)-3-(3-cyanophenyl)-2-(naphthalene-2-sulfonamido)propanoyl)piperidin-3-yl)carbamate